C(C(C(CC(=O)[O-])C(=O)[O-])C(=O)[O-])C(=O)[O-] 1,2,3,4-butanetetracarboxylate